(2R,4S)-4-(1,1-difluoroethyl)-N-((S)-5-(dimethylamino)-5-oxopent-3-yn-2-yl)-2-phenylpiperidine-1-carboxamide FC(C)(F)[C@@H]1C[C@@H](N(CC1)C(=O)N[C@@H](C)C#CC(=O)N(C)C)C1=CC=CC=C1